N(=[N+]=[N-])[C@@]1([C@H]([C@H]2[C@H](CN(C2)C([C@@H](NC(=O)OC(C)(C)C)CO)=O)C1)CCCB1OC(C(O1)(C)C)(C)C)C(=O)OCC1=CC=CC=C1 benzyl (3aR,4S,5S,6aR)-5-azido-2-((tert-butoxycarbonyl)-L-seryl)-4-(3-(4,4,5,5-tetramethyl-1,3,2-dioxaborolan-2-yl)propyl)octahydrocyclopenta[c]pyrrole-5-carboxylate